ClC1=NC2=C(N1CC(F)F)C=CC=C2 2-chloro-1-(2,2-difluoroethyl)-1H-benzo[d]imidazole